C(C)(=O)OCC[C@@H]1CC2=CC[C@H]3[C@@H]4CC[C@H]([C@@H](CCC(=O)O)C)[C@]4(CC[C@@H]3[C@]2(CC1)C)C 3β-acetoxyEthylcholan-5(6)-en-24-oic acid